2-ethyl-1,4-diisocyanatobutane C(C)C(CN=C=O)CCN=C=O